1-(4-(2-((4-(trifluoromethyl)phenyl)thio)pyridin-3-yl)phenyl)phospholane 1-oxide FC(C1=CC=C(C=C1)SC1=NC=CC=C1C1=CC=C(C=C1)P1(CCCC1)=O)(F)F